1-((2R)-2-methyl-4-(2'-(((S)-1-methylpyrrolidin-2-yl)methoxy)-3,4,5',6'-tetrahydro-2H-spiro[naphthalene-1,7'-pyrano[2,3-d]pyrimidin]-4'-yl)piperazin-1-yl)prop-2-en-1-one C[C@H]1N(CCN(C1)C=1C2=C(N=C(N1)OC[C@H]1N(CCC1)C)OC1(CC2)CCCC2=CC=CC=C21)C(C=C)=O